CC1=C(C#N)C=CC(=C1)C(C)=O 2-methyl-4-acetyl-benzonitrile